O=C1N(CCCC1)[C@@H]1CN(CC[C@H]1C(=O)OCC)C(=O)OC(C)(C)C trans-1'-tert-butyl 4'-ethyl 2-oxo-[1,3'-bipiperidine]-1',4'-dicarboxylate